BrC1=C(CS(=O)(=O)C2=CC3=C(S\C(\C(N3)=O)=C/C3=CC=C(C=C3)CC(=O)O)C=C2)C(=CC=C1)Br.C1(=CC=CC=C1)C=1C=C2C=CC=CN2C1SC=1SC=CC1 2-phenyl-3-(thien-2-yl)thioindolizine (Z)-4-((6-((2,6-dibromobenzyl)sulfonyl)-3-oxo-3,4-dihydro-2H-benzo[b][1,4]thiazin-2-ylidene)methyl)phenyl-acetate